COC1=C(C=CC(=C1)S(=O)(=O)N1CCOCC1)NCC#CC=1N(C2=CC=CC(=C2C1)NC1CCN(CC1)C(C)=O)CC(F)(F)F 1-(4-{[2-(3-{[2-methoxy-4-(morpholine-4-sulfonyl)phenyl]amino}prop-1-yn-1-yl)-1-(2,2,2-trifluoroethyl)-1H-indol-4-yl]amino}piperidin-1-yl)ethan-1-one